2-nitro-5-(4,4,5,5-tetramethyl-1,3,2-dioxaborolan-2-yl)benzaldehyde [N+](=O)([O-])C1=C(C=O)C=C(C=C1)B1OC(C(O1)(C)C)(C)C